N,N-Diethyl-3-oxobutane-amide C(C)N(C(CC(C)=O)=O)CC